1,3-bis(2,6-dimethylphenyl)urea CC1=C(C(=CC=C1)C)NC(=O)NC1=C(C=CC=C1C)C